6-pyruvoyltetrahydropterin C(C(=O)C)(=O)C1NC=2C(NC(=NC2NC1)N)=O